1-(2-chloro-3-fluoro-pyridin-4-yl)-2-nitro-ethanol ClC1=NC=CC(=C1F)C(C[N+](=O)[O-])O